1,4-dibromo-5,6,7,8-tetrahydroisoquinoline-3-formaldehyde BrC1=NC(=C(C=2CCCCC12)Br)C=O